3-{[1-(4-chloro-3-fluorophenyl)-1H-1,2,4-triazol-5-yl]methyl}-1-{[1-(1-methyl-1H-indazol-5-yl)-1H-1,2,4-triazol-5-yl]methyl}urea ClC1=C(C=C(C=C1)N1N=CN=C1CNC(NCC1=NC=NN1C=1C=C2C=NN(C2=CC1)C)=O)F